O1CCOC2=C1C=CC(=C2)S(=O)(=O)N2CCOCC2 4-(2,3-dihydro-1,4-benzodioxin-6-ylsulfonyl)morpholin